C(C)(C)(C)OC(/C(=C/C1=CC=C(C=C1)F)/NC1=NC=C(N=C1CC1=CC=CC=C1)C1=C(C(=CC=C1)[N+](=O)[O-])F)=O (Z)-2-((3-benzyl-5-(2-fluoro-3-nitrophenyl)pyrazin-2-yl)amino)-3-(4-fluorophenyl)acrylic acid tert-butyl ester